N-(2-fluoro-4-(2-oxo-1,2-dihydroquinolin-4-yl)benzyl)sulfamide hydrochloride Cl.FC1=C(CNS(=O)(=O)N)C=CC(=C1)C1=CC(NC2=CC=CC=C12)=O